N1=NC(=NC=C1)C=O [1,2,4]TRIAZINE-3-CARBALDEHYDE